methyl (S)-2-amino-3-(4-fluorophenyl)propanoate hydrochloride Cl.N[C@H](C(=O)OC)CC1=CC=C(C=C1)F